COC1=C2C=C(NC2=CC=C1)C(=O)N1[C@@H](C2=CC=CC=C2CC1)C(=O)N[C@H](C(=O)OC)C[C@H]1C(NCC1)=O methyl (2S)-2-[[(1S)-2-(4-methoxy-1H-indole-2-carbonyl)-3,4-dihydro-1H-isoquinoline-1-carbonyl] amino]-3-[(3S)-2-oxopyrrolidin-3-yl]propanoate